C(C)(=O)NC1CC=C(CC1)C1=C(N(C=C1)S(NC(=O)OCC1=CC=CC=C1)(=O)=O)C(=O)OCC1=CC=CC=C1 benzyl 3-(4-acetamidocyclohexen-1-yl)-1-(benzyloxycarbonylsulfamoyl)pyrrole-2-carboxylate